4-bromo-2,6-naphthyridine BrC1=CN=CC2=CC=NC=C12